FCCCN1CC(C1)NC1=NC=CC=N1 N-(1-(3-fluoropropyl)azetidin-3-yl)pyrimidin-2-amine